tert-Butyl (Z)-4-(6-(2-fluoro-2-(4,4,5,5-tetramethyl-1,3,2-dioxaborolan-2-yl)vinyl)-3-(3-fluorophenoxy)-2-(trifluoromethyl)phenyl)-1-oxa-4,9-diazaspiro[5.5]undecane-9-carboxylate F\C(=C/C1=CC=C(C(=C1N1CCOC2(C1)CCN(CC2)C(=O)OC(C)(C)C)C(F)(F)F)OC2=CC(=CC=C2)F)\B2OC(C(O2)(C)C)(C)C